dicarboxyl-hexylenediamine monopotassium phosphate P(=O)([O-])(O)O.[K+].C(=O)(O)NCCCCCCNC(=O)O